NC=1C=2N(C=CN1)C(=NC2C2=CC=C(C(=O)NC1=NC=CC=C1)C=C2)C=2CCCN2 4-[8-amino-3-(3,4-dihydro-2H-pyrrol-5-yl)imidazo[1,5-a]pyrazin-1-yl]-N-pyridin-2-ylbenzamide